ClC=1C(=NC(=NC1)NC1CCOCC1)C1=CC=C2CN(C(C2=C1)=O)C1C(N(CC1)[C@H](CO)C1=CC=CC=C1)=O 6-{5-chloro-2-[(oxacyclohex-4-yl)amino]pyrimidin-4-yl}-2-{1-[(1S)-2-hydroxy-1-phenylethyl]-2-oxopyrrolidin-3-yl}-2,3-dihydro-1H-isoindol-1-one